N'-hydroxy-3-(oxetan-2-ylmethyl)-3H-imidazo[4,5-b]pyridine-5-carboxamidine hydrochloride Cl.ON=C(N)C1=CC=C2C(=N1)N(C=N2)CC2OCC2